ClC1=CC=CC(=N1)OCCOC1=CC(=NC=C1CN1CCOCC1)C#CC1=CN=C(C2=CN=C(C=C12)N)NC 4-((4-(2-((6-chloropyridin-2-yl)oxy)ethoxy)-5-(morpholinomethyl)pyridin-2-yl)ethynyl)-N1-methyl-2,7-naphthyridine-1,6-diamine